COC(CNCCF)CC1=CC=CC(=C1)OC 2,5-dimethoxyfluoroethylphenylpropylamine